FC(C#CC(C(C)(C)C)O)(C(F)(F)F)F 6,6,7,7,7-Pentafluoro-2,2-dimethyl-4-heptyn-3-ol